C(C)(C)OC1=NC=C(C(=O)NC=2C=CC=C3C(=CC=NC23)C2=CC=NN2C)C=C1 6-isopropoxy-N-(4-(1-methyl-1H-pyrazol-5-yl)quinolin-8-yl)nicotinamide